ClC1=CC=C(C=C1)[C@@]1(N(C(C2=CC(=CC(=C12)F)C(CC)(C=1N=CN(C1)C)O)=O)CC1=CC=C(C=N1)C#N)OCCOC 6-{[(1R)-1-(4-Chlorophenyl)-7-fluoro-5-[1-hydroxy-1-(1-methyl-1H-imidazol-4-yl)propyl]-1-(2-methoxyethoxy)-3-oxo-2,3-dihydro-1H-isoindol-2-yl]methyl}pyridin-3-carbonitril